FC1=C(C=CC(=C1F)OC)C1=CN=C2N1C=CN=C2NC2=CC(=C(C(=O)N(CCC1CCNCC1)C)C=C2)C 4-((3-(2,3-difluoro-4-methoxy-phenyl)imidazo[1,2-a]pyrazin-8-yl)amino)-N,2-dimethyl-N-(2-(piperidin-4-yl)ethyl)benzamide